(4-(7-fluoro-3,4-dihydro-spiro[benzo[c]azepin-5,1'-cyclopropane]-2(1H)-yl)-2,6-dimethylphenyl)-3,3-dimethylbutyramide FC1=CC2=C(CN(CCC23CC3)C3=CC(=C(C(=C3)C)C(C(=O)N)C(C)(C)C)C)C=C1